O=C1CC=CC(C1)C(=O)O 5-Oxo-2-cyclohexene-1-carboxylic acid